heptanyl-carbon C(CCCCCC)[C]